(S)-2-(1-isopentyloxy-4-methyl-3-pentenyl)-1,4,5,8-tetramethoxynaphthalene C(CC(C)C)O[C@@H](CC=C(C)C)C1=C(C2=C(C=CC(=C2C(=C1)OC)OC)OC)OC